2,2'-[[(methyl-1H-benzotriazol-1-yl)methyl]imino]bis-ethanol CC1=CC=CC=2N(N=NC21)CN(CCO)CCO